CC=1N(C(NN1)=O)C=1C=NC(=CC1)OC1=CC=C(C2=C1C1(CC1)CO2)C 5-Methyl-4-{6-[(7-methyl-spiro[1-benzofuran-3,1'-cyclopropan]-4-yl)oxy]pyridin-3-yl}-2,4-dihydro-3H-1,2,4-triazol-3-one